1-(4-(3-(3,4-dimethoxyphenyl)-1,2-dimethyl-1H-pyrrolo[2,3-c]pyridin-5-yl)-[1,4'-bipiperidin]-1'-yl)-2-methylpropan-1-one COC=1C=C(C=CC1OC)C1=C(N(C2=CN=C(C=C21)C2CCN(CC2)C2CCN(CC2)C(C(C)C)=O)C)C